CC(C(C)O)NC1=NC(=NC(=N1)C1=CC=CC=C1)NC1=CC=NC=C1 methyl-1-(4-phenyl-6-(pyridin-4-ylamino)-1,3,5-triazin-2-ylamino)propan-2-ol